N-(4-amino-1,3-dihydro-furo[3,4-c]pyridin-7-yl)-2-(5-methyl-2-(3-oxoisoindolin-5-yl)piperidin-1-yl)-2-oxoacetamide NC1=NC=C(C2=C1COC2)NC(C(=O)N2C(CCC(C2)C)C=2C=C1C(NCC1=CC2)=O)=O